3-(((1-Cyanopyrrolidin-3-yl)methyl)amino)isochinolin-6-carbonitril C(#N)N1CC(CC1)CNC=1N=CC2=CC=C(C=C2C1)C#N